ClC1=CC=C2C(C(=CN(C2=N1)C1=C(C=C(C=C1F)F)F)C(=O)OCC)=O ethyl 7-chloro-4-oxo-1-(2,4,6-trifluorophenyl)-1,4-dihydro-1,8-naphthyridine-3-carboxylate